(-)-1-(4-cyano-phenyl)-3-[(3S*,4R*)-4-(2,6-di-fluoro-4-methoxyphenyl)-1-methyl-2-oxopyrrolidin-3-yl]urea C(#N)C1=CC=C(C=C1)NC(=O)N[C@@H]1C(N(C[C@H]1C1=C(C=C(C=C1F)OC)F)C)=O |o1:12,16|